N1=C(C=CC=C1NC1=NNC2=CC=CC=C12)C1=NC=CC=C1 N-([2,2'-bipyridyl]-6-yl)-1H-indazol-3-amine